C(SC1CC2CCC(C1)N2C)([O-])=S S-(8-methyl-8-azabicyclo[3.2.1]octan-3-yl) dithiocarbonate